C1(=CC=CC2=CC=CC=C12)C(C)N1CCC(CC1)CS(=O)(=O)NN(C(C)=O)CC(=O)N 2-(N-(1-(1-(1-(naphthalen-1-yl)ethyl)piperidin-4-yl)methanesulfonamido)acetamido)acetamide